diethyl-1,4-butanediamine C(C)C(CCCN)(N)CC